6-(4-(4-isopropylpiperazin-1-yl)phenyl)-1,2-dimethyl-N-(1-(oxetan-3-yl)piperidin-4-yl)-1H-benzo[d]imidazol-4-amine C(C)(C)N1CCN(CC1)C1=CC=C(C=C1)C=1C=C(C2=C(N(C(=N2)C)C)C1)NC1CCN(CC1)C1COC1